5-[5-chloro-3-(4-chlorophenyl)-7-[4-(trifluoromethylsulfonyl)piperazin-1-yl]pyrazolo[1,5-a]pyrimidin-2-yl]pyridine-2-carbonitrile ClC1=NC=2N(C(=C1)N1CCN(CC1)S(=O)(=O)C(F)(F)F)N=C(C2C2=CC=C(C=C2)Cl)C=2C=CC(=NC2)C#N